CC=1C=C(C=C2C=NNC12)C=1NC=2C(=NC(=CC2)C(F)(F)F)N1 7-methyl-1H-indazol-5-yl-5-(trifluoromethyl)imidazo[4,5-b]pyridine